C1=CC=C(C=C1)C=CO hydroxystyrene